hex-5-en-1-amine TFA salt OC(=O)C(F)(F)F.C(CCCC=C)N